(2S,3S,4R,5R)-N-ethyl-3,4-dihydroxyl-5-(6-(methylamino)-2-(4-methylthiophen-2-yl)-9H-purin-9-yl)tetrahydrofuran-2-carboxamide C(C)NC(=O)[C@H]1O[C@H]([C@@H]([C@@H]1O)O)N1C2=NC(=NC(=C2N=C1)NC)C=1SC=C(C1)C